3-azabicyclo[3.1.1]Heptan C12CNCC(C1)C2